F[C@H]1[C@H](C1)C(=O)NC=1N=CC2=CC(=NC=C2C1)C=1C=NC(=CC1C)C(CC)=O (1R,2R)-2-fluoro-N-(7-(4-methyl-6-propionylpyridin-3-yl)-2,6-naphthyridin-3-yl)cyclopropane-1-carboxamide